FC1CC(CC1)C1=NOC(=N1)C1C2CN(C(C1)C2)C(CC2=NON=C2C)=O 1-(5-(3-(3-fluorocyclopentyl)-1,2,4-oxadiazol-5-yl)-2-azabicyclo[2.2.1]heptan-2-yl)-2-(4-methyl-1,2,5-oxadiazol-3-yl)ethan-1-one